FC=1C=C2CC(C(C2=CC1)=O)=C 5-fluoro-2-methylene-2,3-dihydro-1H-inden-1-one